BrC1=CC=CC(=N1)C(=O)C1CCN(CC1)C (6-bromo-2-pyridinyl)(1-methyl-4-piperidinyl)methanone